[Cl-].[Cl-].CC1=C(C(=C(C1(C)[Zr+2]C1C(=CC2=CC=CC=C12)CCC)C)C)C (pentamethylcyclopentadienyl)(2-propylindenyl)zirconium dichloride